1-((1H-1,2,4-triazol-1-yl)methyl)-5-(benzyloxy)-2,2-dimethyl-2,3-dihydro-1H-inden-1-ol N1(N=CN=C1)CC1(C(CC2=CC(=CC=C12)OCC1=CC=CC=C1)(C)C)O